3-[5-amino-3-(1H-pyrazol-4-yl)pyrazolo[1,5-a]pyrimidin-2-yl]benzonitrile NC1=NC=2N(C=C1)N=C(C2C=2C=NNC2)C=2C=C(C#N)C=CC2